1,2,3-trioxan O1OOCCC1